1,1,2-trichloro-fluoroethane ClC(CCl)(Cl)F